BrC1=NN(C(=C1)Br)COCC[Si](C)(C)C 3,5-dibromo-1-((2-(trimethylsilyl)ethoxy)methyl)-1H-pyrazole